N-((4-(2-((tert-butyldimethylsilyl)oxy)ethoxy)-2-isopropylpyridin-3-yl)carbamoyl)-2,6-dichloro-5-fluoronicotinamide [Si](C)(C)(C(C)(C)C)OCCOC1=C(C(=NC=C1)C(C)C)NC(=O)NC(C1=C(N=C(C(=C1)F)Cl)Cl)=O